N-cyclopropyl-5-fluoro-2-({3-[(E)-2-{4-[2-(pyrrolidin-1-yl)ethyl]pyridin-2-yl}vinyl]-1H-indazol-6-yl}thio)benzamide C1(CC1)NC(C1=C(C=CC(=C1)F)SC1=CC=C2C(=NNC2=C1)\C=C\C1=NC=CC(=C1)CCN1CCCC1)=O